[Zn].[In].[Mo]=S molybdenum sulfide indium zinc